OC1CCC(C(C1O)=O)CO 5,6-dihydroxy-2-(hydroxymethyl)cyclohexan-1-one